tert-Butyl (S)-(6-((4-(hydroxymethyl)phenyl)amino)-5-(6-(2-(methylthio)pyrimidin-5-yl)hex-5-ynamido)-6-oxohexyl)carbamate OCC1=CC=C(C=C1)NC([C@H](CCCCNC(OC(C)(C)C)=O)NC(CCCC#CC=1C=NC(=NC1)SC)=O)=O